CN(C)[Sn] dimethylaminotin